FCC(=O)N(C[C@@H]1C(NCC1)=O)NC(=O)[C@@H](CC(C)C)NC(=O)C=1NC2=CC=CC=C2C1 N-[(1R)-1-[[(2-fluoroacetyl)-[[(3R)-2-oxo-pyrrolidin-3-yl]methyl]amino]carbamoyl]-3-methyl-butyl]-1H-indole-2-carboxamide